4-methyl-2-propan-2-yl-1,3-thiazole CC=1N=C(SC1)C(C)C